C12(CC3CC(CC(C1)C3)C2)C2=CC=C(C=C2)C2=NC(=NC(=N2)C2=CC(=CC=C2)C2=NC(=NC(=N2)C=2C=CC3=C(OC1=C3C=CC=C1)C2)C2=CC=CC=C2)C2=CC=CC=C2 2-(4-(adamantan-1-yl)phenyl)-4-(3-(4-(dibenzo[b,d]furan-3-yl)-6-phenyl-1,3,5-triazin-2-yl)phenyl)-6-phenyl-1,3,5-triazine